ethyl glutaminate N[C@@H](CCC(N)=O)C(=O)OCC